4-((3R,5S)-1,1-difluoro-6-((5-methoxy-7-methyl-1H-indol-4-yl)methyl)-6-azaspiro[2.5]octane-5-yl)benzoic acid FC1(C[C@@]12C[C@H](N(CC2)CC2=C1C=CNC1=C(C=C2OC)C)C2=CC=C(C(=O)O)C=C2)F